P(OCCC(C)(C)C)(OCCC(C)(C)C)OCCC(C)(C)C tris(3,3-dimethylbutyl) phosphite